N-[4-[(dimethylamino)methyl]phenyl]sulfonyl-2-[4-phenyl-2,6-di(propan-2-yl)phenyl]acetamide CN(C)CC1=CC=C(C=C1)S(=O)(=O)NC(CC1=C(C=C(C=C1C(C)C)C1=CC=CC=C1)C(C)C)=O